Ethyl 2-(2,6-dimethyl-4-((4-(3-methyl-4-(trifluoromethyl) benzyl) piperazin-1-yl) methyl) phenoxy)-2-methylpropionate CC1=C(OC(C(=O)OCC)(C)C)C(=CC(=C1)CN1CCN(CC1)CC1=CC(=C(C=C1)C(F)(F)F)C)C